CC1=CC=C(C=C1)C(C)=S 4'-methylthioacetophenone